N-(cis-2-(((cis-4-(2,6-difluorophenyl)cyclohexyl)oxy)-methyl)piperidin-3-yl)methanesulfonamide FC1=C(C(=CC=C1)F)[C@H]1CC[C@H](CC1)OC[C@@H]1NCCC[C@@H]1NS(=O)(=O)C